(S)-3-(4-(2,4-difluorophenoxy)-3-(6-methyl-7-oxo-6,7-dihydro-1H-pyrrolo[2,3-c]pyridin-4-yl)phenyl)-5-ethylimidazoline FC1=C(OC2=C(C=C(C=C2)N2CN[C@H](C2)CC)C=2C3=C(C(N(C2)C)=O)NC=C3)C=CC(=C1)F